tert-Butyl (2R)-2-[[4-(3-amino-1H-pyrazol-5-yl)-3-methoxy-phenyl]methyl]pyrrolidine-1-carboxylate NC1=NNC(=C1)C1=C(C=C(C=C1)C[C@@H]1N(CCC1)C(=O)OC(C)(C)C)OC